Di-Isopropyl-Amine C(C)(C)NC(C)C